(S)-(-)-4-isopropyl-5,5-dimethyl-2-oxazolidinone CC(C)[C@H]1C(OC(=O)N1)(C)C